7-(4-(4-(benzo[b]thiophen-4-yl)piperazin-1-yl)butoxy)-1-(pyrrolidine-2-carbonyl)quinolin-2(1H)-one S1C2=C(C=C1)C(=CC=C2)N2CCN(CC2)CCCCOC2=CC=C1C=CC(N(C1=C2)C(=O)C2NCCC2)=O